C(CCCCCCC)[P+](CC)(CC)CC octyltriethylphosphonium